Cl.N=1C=NN2C1C=C(C=C2)OC2=CC(=C(C=C2)NC2=NC=NC1=CC=3OC[C@H]4NCCN(C3N=C12)C4)F (10S)-N-(4-([1,2,4]triazolo[1,5-a]pyridin-7-yloxy)-2-fluorophenyl)-8,9,10,11-tetrahydro-7H-6,10-methanopyrimido[4',5':5,6]pyrido[3,2-b][1,4,7]oxadiazonin-4-amine hydrochloride